CN(C1=CC=C(C=C1)C(C1=C(C=CC=C1)Br)C1=C(C=CC=C1)O)C (4-dimethylaminophenyl)(2-hydroxyphenyl)(2-bromophenyl)methane